tert-butyl (S)-(1-(5-(4-(1-cyclopentylpiperidin-4-yl)phenyl)-3-methylthiophene-2-carbonyl)pyrrolidin-3-yl)carbamate C1(CCCC1)N1CCC(CC1)C1=CC=C(C=C1)C1=CC(=C(S1)C(=O)N1C[C@H](CC1)NC(OC(C)(C)C)=O)C